((3S,4S)-4-methoxypyrrolidin-3-yl)-N-methylpicolinamide CO[C@H]1[C@H](CNC1)C=1C(=NC=CC1)C(=O)NC